di-tert-butyl (2-chloro-6-cyanophenyl)-2-imidodicarbonate ClC1=C(C(=CC=C1)C#N)N(C(=O)OC(C)(C)C)C(=O)OC(C)(C)C